3-(1-(pyridin-2-yl)-1H-pyrazol-4-yl)-7,8-dihydro-1,6-naphthyridin N1=C(C=CC=C1)N1N=CC(=C1)C=1C=NC=2CCN=CC2C1